1-(3-amino-2-(2-methyl-1H-indole-4-carbonyl)-4,5-dihydro-2H-pyrazolo[3,4-c]pyridin-6(7H)-yl)ethanone NC=1N(N=C2CN(CCC21)C(C)=O)C(=O)C=2C=1C=C(NC1C=CC2)C